CC1=NOC(=C1)CC(=O)NC1=NNC(=C1)[C@H]1C[C@H](CC1)OC1=CC=CC=C1 2-(3-methylisoxazol-5-yl)-N-(5-((1R,3S)-3-phenoxycyclopentyl)-1H-pyrazol-3-yl)acetamide